BrC1=CN(C=2N=CN=C(C21)OC)C=2C=C(C#N)C=CN2 2-(5-Bromo-4-methoxy-7H-pyrrolo[2,3-d]pyrimidin-7-yl)isonicotinonitrile